P(=O)(O)(O)CN(CP(=O)(O)O)CP(=O)(O)O TrisphosphonoMethyl-Amine